tert-Butyl 4-(6-chloro-2-(3-(4-cyclopropylpiperazin-1-yl)azetidin-1-yl)-8-fluoro-7-(2-fluoro-6-methoxyphenyl)quinazolin-4-yl)piperazine-1-carboxylate ClC=1C=C2C(=NC(=NC2=C(C1C1=C(C=CC=C1OC)F)F)N1CC(C1)N1CCN(CC1)C1CC1)N1CCN(CC1)C(=O)OC(C)(C)C